N1=C(N=C(N=C1N)N)N.N1C(NC(NC1=O)=O)=O 1,3,5-Triazine-2,4,6(1H,3H,5H)-trione compound with 1,3,5-triazine-2,4,6-triamine